2-(1-(3-(3-Methoxy-3-oxopropyl)phenyl)cyclopropyl)-2-oxoethyl 2-fluoro-5-((6-fluoro-4-(methylthio)-1H-indol-5-yl)oxy)benzoate FC1=C(C(=O)OCC(=O)C2(CC2)C2=CC(=CC=C2)CCC(=O)OC)C=C(C=C1)OC=1C(=C2C=CNC2=CC1F)SC